C1=CC=CC=2C(C3=C(C=CC21)C=CC=C3)=O dibenzo[a,d][7]annulen-5-one